2-(1-methyl-3-((1r,4r)-4-methylcyclohexyl)ureido)-5-oxo-5H-thieno[3,2-b]thiophene CN(C(=O)NC1CCC(CC1)C)C1C=C2C(S1)=CC(S2)=O